CC1(CN(C1=O)C=1C=NNC(C1C(F)(F)F)=O)C (S)-3,3-dimethyl-4-oxo-1-(6-oxo-5-(trifluoromethyl)-1,6-dihydropyridazin-4-yl)azetidin